N1N=NC(=C1)COC1CC2(CN(C2)C(=O)OC(C)(C)C)C1 Tert-butyl 6-((1H-1,2,3-triazol-4-yl) methoxy)-2-azaspiro[3.3]heptane-2-carboxylate